5-[4-(4-aminocyclohexanecarbonyl)piperazin-1-yl]-2-(2,6-dioxo-3-piperidyl)isoindoline-1,3-dione NC1CCC(CC1)C(=O)N1CCN(CC1)C=1C=C2C(N(C(C2=CC1)=O)C1C(NC(CC1)=O)=O)=O